ethyl 6-(4-methoxyphenyl)-4-methyl-1-(2-morpholinylethyl)-2-oxo-1,2-dihydro-1,8-naphthyridine-3-carboxylate COC1=CC=C(C=C1)C=1C=C2C(=C(C(N(C2=NC1)CCN1CCOCC1)=O)C(=O)OCC)C